ClC1=NC=C(C(=N1)Cl)C=O 2,4-dichloro-5-pyrimidinecarboxaldehyde